3,4-dichlorophenethylamine ClC=1C=C(CCN)C=CC1Cl